N-(4-(2-(methylthio)-4-(3-(propylsulfonamido)phenyl)-1H-imidazol-5-yl)pyridin-2-yl)acetamide CSC=1NC(=C(N1)C1=CC(=CC=C1)NS(=O)(=O)CCC)C1=CC(=NC=C1)NC(C)=O